BrC1=CC(=C2C=CNC2=C1OC)F 6-Bromo-4-fluoro-7-methoxy-1H-indole